6-({2-[5-methyl-2-(pyrimidin-2-yl)benzoyl]-2-azabicyclo[3.1.1]hept-3-yl}methoxy)pyridine-2-carbonitrile CC=1C=CC(=C(C(=O)N2C3CC(CC2COC2=CC=CC(=N2)C#N)C3)C1)C1=NC=CC=N1